2-(3,5-dichloro-4-(quinolin-6-yloxy)phenyl)-3,5-dioxo-2,3,4,5-tetrahydro-1,2,4-triazine-6-carbonitrile ClC=1C=C(C=C(C1OC=1C=C2C=CC=NC2=CC1)Cl)N1N=C(C(NC1=O)=O)C#N